1,1-dichloro-2,3,3,3-tetrafluoropropene ClC(=C(C(F)(F)F)F)Cl